BrC=1C=C(C(=C(C1)N1CCN(CC1)C(=O)[O-])C=O)F 4-(5-bromo-3-fluoro-2-formylphenyl)piperazine-1-carboxylate